6-bromo-2,4-diphenyl-9H-pyrimido[4,5-b]Indole BrC=1C=C2C3=C(NC2=CC1)N=C(N=C3C3=CC=CC=C3)C3=CC=CC=C3